N[C@@H](C(C)C)C(=O)N valylAmmonia